3-(6-(benzenesulfonyl)-1-(pyrrolidin-3-yl)-1,6-dihydroimidazo[4,5-d]Pyrrolo[2,3-b]Pyridin-2-yl)phenol C1(=CC=CC=C1)S(=O)(=O)N1C=CC=2C1=NC=C1C2N(C(=N1)C=1C=C(C=CC1)O)C1CNCC1